ethyl-3-bromo-1-(3-chloropyridin-2-yl)-4,5-dihydro-1H-pyrazole-5-carboxylate C(C)OC(=O)C1CC(=NN1C1=NC=CC=C1Cl)Br